C(C1=CC=NC=C1)NCC(=O)O isonicotinyl-glycine